FC(CN1N=C2N(C(N([C@H](C2=C1)C)C1CCN(CC1)C1=C(C=CC=C1C)F)=O)CC1=C(C=CC=C1)C(F)(F)F)(C)F (S)-2-(2,2-difluoro-propyl)-5-[1-(2-fluoro-6-methyl-phenyl)-piperidin-4-yl]-4-methyl-7-(2-trifluoromethyl-benzyl)-2,4,5,7-tetrahydro-pyrazolo[3,4-d]pyrimidin-6-one